ClC=1N=NC(=C(C1C)C)C 3-chloro-4,5,6-trimethylpyridazine